(1-methyl-1,3-dihydrobenzo[c]isoxazol-3-yl)benzo[d]oxazol-2(3H)-one CN1OC(C2=C1C=CC=C2)N2C(OC1=C2C=CC=C1)=O